methyl (R)-4-(6-(4-(3,4-dimethoxybenzyl)-2-(2-isopropylphenyl)piperazin-1-yl)-2-azaspiro[3.3]heptan-2-yl)-2-((3-fluoro-1H-pyrrolo[2,3-b]pyridin-5-yl)oxy)benzoate COC=1C=C(CN2C[C@H](N(CC2)C2CC3(CN(C3)C3=CC(=C(C(=O)OC)C=C3)OC=3C=C4C(=NC3)NC=C4F)C2)C2=C(C=CC=C2)C(C)C)C=CC1OC